1-(3-(2,3-dichlorophenyl)-1H-pyrazolo[3,4-b]-pyrazin-6-yl)-4-(fluoromethyl)-piperidin-4-amine ClC1=C(C=CC=C1Cl)C1=NNC2=NC(=CN=C21)N2CCC(CC2)(N)CF